N1=C(C=CC=C1)CNCCNCC1=NC=CC=C1 N,N'-di(pyridin-2-yl)methyl-1,2-ethylenediamine